FC(C(=O)O)(Cl)F difluoromonochloroacetic acid